rac-(2S,3R,4R)-1-acetyl-2,3-dimethyl-4-((6-methylpyridin-2-yl)amino)-N-(2-morpholinoethyl)-1,2,3,4-tetrahydroquinoline-6-carboxamide C(C)(=O)N1[C@H]([C@@H]([C@H](C2=CC(=CC=C12)C(=O)NCCN1CCOCC1)NC1=NC(=CC=C1)C)C)C |r|